CC(=O)N[C@@H]1[C@H]([C@@H]([C@H](O[C@H]1O)CO[C@@H]2[C@@H]([C@H]([C@H]([C@H](O2)CO)O)O)O)O)O The molecule is an amino disaccharide that is 2-acetamido-beta-D-glucopyranose in which the hydroxy group at position 6 has been glycosylated by an alpha-D-galactopyranosyl group. It is an amino disaccharide, a member of acetamides and an alpha-D-galactoside. It derives from a N-acetyl-beta-D-glucosamine.